4-[3-[4-[3-[[4-[[5-bromo-4-(2-carbamoyl-3-fluoroanilino)pyrimidin-2-yl]amino]phenyl]sulfonylamino]propyl]piperazin-1-yl]propyl-methyl-amino]but-2-enoic acid BrC=1C(=NC(=NC1)NC1=CC=C(C=C1)S(=O)(=O)NCCCN1CCN(CC1)CCCN(CC=CC(=O)O)C)NC1=C(C(=CC=C1)F)C(N)=O